[Na].N1C=NC2=C1C=CC=C2 1H-benzimidazole sodium salt